Cl.FC1CC(C1)NC(C)C (1s,3s)-3-fluoro-N-isopropylcyclobutan-1-amine hydrochloride